C(C)(=O)N1CCN(CC1)C1CCN(CC1)C1=C(C=C(C(=C1)OC)NC1=NC=NC(=C1)N1OCC[C@@H]1C1=C(C=CC(=C1)F)F)NC(C=C)=O N-(2-(4-(4-acetylpiperazine-1-yl)piperidine-1-yl)-5-((6-((R)-3-(2,5-difluorophenyl)isoxazolidine-2-yl)pyrimidine-4-yl)amino)-4-methoxyphenyl)acrylamide